ClC1=C(C=CC=C1C1=NC=CC(=C1Cl)C1=CC(=C(C=C1)C=O)OC)C1=NC(=C(C=O)C=C1)OC (2-chloro-3-(3-chloro-4-(4-formyl-3-methoxyphenyl)pyridin-2-yl)phenyl)-2-methoxynicotinaldehyde